propyl tertiary butyl sulfide C(C)(C)(C)SCCC